([3-fluoro-4-(2-fluoro-3-methylpyridin-4-yl)phenyl]methyl)-6-hydroxy-2-(2-methyl-1,3-thiazol-4-yl)-1,4-dihydropyrimidin-4-one FC=1C=C(C=CC1C1=C(C(=NC=C1)F)C)CN1C(=NC(C=C1O)=O)C=1N=C(SC1)C